N-(4-phenyl-3-methyl-butyl)-hydroxylamine C1(=CC=CC=C1)CC(CCNO)C